ClC1=C(CC2CC=NO2)C=CC(=C1)Cl 5-(2,4-Dichlorobenzyl)-2-isoxazolin